(R)-2-chloro-6,7-dimethoxy-N-(1-(3-trifluoromethylphenyl)ethyl)quinazolin-4-amine ClC1=NC2=CC(=C(C=C2C(=N1)N[C@H](C)C1=CC(=CC=C1)C(F)(F)F)OC)OC